Cl.NCC(=O)C=1SC=CC1 2-amino-1-(thien-2-yl)ethanone hydrochloride